COC1=C(C=CC=C1)S(=O)(=O)OC=1C=C(C=CC1)NC(=O)NC1=CC(=CC=C1)OS(=O)(=O)C1=C(C=CC=C1)OC N,N'-bis-[3-(o-methoxyphenylsulphonyloxy)phenyl]urea